(1R,2S,5S)-3-[(2S)-4,4-difluoro-2-[(2,2,2-trifluoroacetyl)amino]butanoyl]-6,6-dimethyl-3-azabicyclo[3.1.0]hexane-2-carboxylic acid FC(C[C@@H](C(=O)N1[C@@H]([C@H]2C([C@H]2C1)(C)C)C(=O)O)NC(C(F)(F)F)=O)F